N1=CN=C2NC=NC2=C1C=1C(=NC=CN1)NC=1C=C(C=CC1C)NC(C1=NC=CC(=C1)C(F)(F)F)=O N-(3-(3-(9H-purin-6-yl)pyrazin-2-ylamino)-4-methylphenyl)-4-(trifluoromethyl)picolinamide